Cl.C(C)OC(C[C@@H](C=1C=C(C=C(C1F)C(F)(F)F)C1=C(C=CC=C1C)C)N)=O (S)-3-amino-3-(4-fluoro-2',6'-dimethyl-5-(trifluoromethyl)-[1,1'-biphenyl]-3-yl)propanoic acid ethyl ester hydrochloride